6-(2-ethoxy-pyrimidin-5-yl)-5-[4-[(3S)-1-(3-fluoropropyl)pyrrolidin-3-yl]oxyphenyl]-8,9-dihydro-7H-benzo[7]annulen-2-ol C(C)OC1=NC=C(C=N1)C1=C(C2=C(CCC1)C=C(C=C2)O)C2=CC=C(C=C2)O[C@@H]2CN(CC2)CCCF